tert-butyl (2R,6S)-4-(8-iodopyrido[4,3-c]pyridazin-5-yl)-2,6-dimethyl-piperazine-1-carboxylate IC1=CN=C(C2=C1N=NC=C2)N2C[C@H](N([C@H](C2)C)C(=O)OC(C)(C)C)C